[Si](C)(C)(C(C)(C)C)O[C@@H]1CC[C@@H]([C@H](C1)C(=O)O)C (1S,2S,5R)-5-((tert-butyldimethylsilyl)oxy)-2-methylcyclohexane-1-carboxylic acid